N1(CCC1)CC1=NC(=CC=C1N1CCOCC1)Br 4-(2-(azetidin-1-ylmethyl)-6-bromopyridin-3-yl)morpholine